ClC1=CC=C(C=N1)CC1C(N(C2CC12)C1=CC(=NN1COCC[Si](C)(C)C)C1=CN=NC=C1)=O Endo-4-((6-chloropyridin-3-yl)methyl)-2-(3-(pyridazin-4-yl)-1-((2-(trimethyl-silyl)ethoxy)methyl)-1H-pyrazol-5-yl)-2-azabicyclo[3.1.0]hexan-3-one